Ammonium acryloyl-dimethyltaurine C(C=C)(=O)C(N(C)C)CS(=O)(=O)O.[NH4+]